plumbum-stannum [Sn].[Pb]